7-(piperidin-4-yloxy)-1,2,3,4-tetrahydroquinoline N1CCC(CC1)OC1=CC=C2CCCNC2=C1